BrC1=C(C=C(C=C1C1=CC=CC=C1)N(C1=CC=C(C=C1)C1=CC=CC=C1)C1=CC=C(C=C1)C1=CC=CC=C1)C1=CC=CC=C1 (2'-bromo-1,1':3',1''-terphenyl-5'-yl)-di(biphenyl-4-yl)-amine